ClC=1C=C(C=NC1)C#C[Si](C)(C)C 2-(5-chloro-3-pyridinyl)ethynyl-trimethyl-silane